(R)-2-(4-ethyl-4,5-dihydrooxazol-2-yl)-4-bromoaniline C(C)[C@H]1N=C(OC1)C1=C(N)C=CC(=C1)Br